FC(S(=O)(=O)O)(F)F.FC1=CC2=C(S(C3=C2C=C(C(=C3)F)F)C(F)(F)F)C=C1F 2,3,7,8-tetrafluoro-S-(trifluoromethyl)dibenzothiophene trifluoromethanesulfonate